N-(toluyl)methionine bis(4-hydroxybutyl)terephthalate lead [Pb+2].OCCCCC=1C(=C(C(=O)[O-])C=CC1C(=O)[O-])CCCCO.C1(=C(C=CC=C1)N[C@@H](CCSC)C(=O)O)C